C1(CCC1)N1C(=NC2=C1C=C(C=C2)C=2OC=CN2)C=2N(C(C(=C(N2)C(=O)OC)OC)=O)C methyl 2-[1-cyclobutyl-6-(1,3-oxazol-2-yl)-1H-1,3-benzodiazol-2-yl]-5-methoxy-1-methyl-6-oxo-1,6-dihydropyrimidine-4-carboxylate